1,6-octanediol C(CCCCC(CC)O)O